O1N=C(C2=C1C=CC=C2)C2CCN(CC2)CCN2C(N1C(C=C2)=NC(=C1)C)=O 6-[2-(4-benzo[d]isoxazol-3-yl-piperidin-1-yl)-ethyl]-2-methyl-6H-imidazo[1,2-c]pyrimidin-5-one